FC1=C(C=C(C=C1)F)NC(C1=CC(=CC=C1)S(=O)(=O)N1C(CC2=CC=CC=C12)C)=O N-(2,5-difluorophenyl)-3-((2-methylindolin-1-yl)sulfonyl)benzamide